N-[(1S)-1-[[(3-amino-3-oxo-propyl)-(2-chloro-2-fluoro-acetyl)amino]carbamoyl]-3-methyl-butyl]carbamic acid tert-butyl ester C(C)(C)(C)OC(N[C@@H](CC(C)C)C(NN(C(C(F)Cl)=O)CCC(=O)N)=O)=O